ClC1=CC=CC2=CC=CC=C12 4-chloronaphthalen